4,4'-binaphthyl C1=CC=C(C2=CC=CC=C12)C1=CC=CC2=CC=CC=C12